NCC1(CC(CC(C1)(C)C)NCCCCCCCCCCCCN)C N'-[3-(aminomethyl)-3,5,5-trimethyl-cyclohexyl]dodecane-1,12-diamine